fluoro-5-((4-hydroxy-1-(2-morpholinoethyl)piperidin-4-yl)methoxy)-3,4-dihydroquinolin-2(1H)-one FN1C(CCC2=C(C=CC=C12)OCC1(CCN(CC1)CCN1CCOCC1)O)=O